dimethyl-ammonium phosphate sodium salt [Na+].P(=O)([O-])([O-])O.C[NH2+]C